N-((2R,3S)-2-(((cis-4-(2,3,6-trifluorophenyl)cyclohexyl)oxy)-methyl)piperidin-3-yl)methanesulfonamide FC1=C(C(=CC=C1F)F)[C@H]1CC[C@H](CC1)OC[C@@H]1NCCC[C@@H]1NS(=O)(=O)C